6-(6-chloro-2-ethylpyridin-3-yl)-8-methylimidazo[1,2-a]pyridine ClC1=CC=C(C(=N1)CC)C=1C=C(C=2N(C1)C=CN2)C